BrC=1C(=NC(=NC1)NC1=C(C=C(C(=C1)OC)N1CCN(CC1)C)C)NC1=C(C=CC(=C1)F)C(C)(C)O 2-(2-((5-Bromo-2-((5-methoxy-2-methyl-4-(4-methylpiperazin-1-yl)phenyl)amino)pyrimidin-4-yl)amino)-4-fluorophenyl)propan-2-ol